ICCCCCCCCC=CC=CCCCCC 1-iodo-9,11-heptadecadiene